N1(CCCC1)CCNC(=O)N(CCCCCCCC(=O)OCCCC(CCCCCC)CCCCCC)CCCCCCCC(=O)OCCCC(CCCCCC)CCCCCC bis(4-hexyldecyl) 8,8'-(((2-(pyrrolidin-1-yl)ethyl)carbamoyl) azanediyl)dioctanoate